CN1C2=C(C3=C1C(N(N=C3)CC3=C1C=NN(C1=CC=C3)COCC[Si](C)(C)C)=O)SC(=N2)S(=O)(=O)N methyl-5-oxo-6-((1-((2-(trimethylsilyl)ethoxy)methyl)-1H-indazol-4-yl)methyl)-5,6-dihydro-4H-thiazolo[5',4':4,5]Pyrrolo[2,3-d]Pyridazine-2-sulfonamide